tert-butyl-(pyrimidin-2-yl)stannane C(C)(C)(C)[SnH2]C1=NC=CC=N1